Cl.ClC1=C(C=C(C=C1)C1=CN(C2=NC(=CC=C21)C(=O)N2C(CN(CC2)C2=NC(=C(C(=O)O)C(=C2)C)C)(C)C)C)F 6-(4-(3-(4-chloro-3-fluorophenyl)-1-methyl-1H-pyrrolo[2,3-b]pyridine-6-carbonyl)-3,3-dimethylpiperazin-1-yl)-2,4-dimethylnicotinic acid hydrochloride